CS(=O)(=O)N1CCC(CC1)C1=NC(=C(C=2N1N=C(N2)N)C2=CC(=CC=C2)C(F)(F)F)C=2C=NNC2 (1-(methylsulfonyl)piperidin-4-yl)-7-(1H-pyrazol-4-yl)-8-(3-(trifluoromethyl)phenyl)-[1,2,4]triazolo[1,5-c]pyrimidin-2-amine